N[C@@H]1[C@H]([C@@H]([C@H](O[C@@H]1O[C@H]1[C@@H]([C@H]([C@@H](C[C@@H]1N)N)O)O)[C@@H](CO)O)O)O (2R,3S,4R,5R,6S)-5-amino-6-(((1R,2R,3S,4R,6S)-4,6-diamino-2,3-dihydroxycyclohexyl)oxy)-2-((R)-1,2-dihydroxyethyl)tetrahydro-2H-pyran-3,4-diol